2-Nonenoic acid, methyl ester C(C=CCCCCCC)(=O)OC